C(OCCCCCN(CCO)CCCCCCCC(OCCCC\C=C/CC)OCCCC\C=C/CC)(OCCC\C=C/CCCCC)=O 5-((8,8-bis(((Z)-oct-5-en-1-yl)oxy)octyl)(2-hydroxyethyl)amino)pentyl ((Z)-dec-4-en-1-yl) Carbonate